C1(=CC=C(C=C1)CN1N=CC2=CC(=CC(=C12)C(=O)N[C@@H](C)C1=CC=C(C(=O)O)C=C1)C1=CC(=C(C=C1)F)F)C1=CC=CC=C1 (S)-4-(1-(1-([1,1'-biphenyl]-4-ylmethyl)-5-(3,4-difluorophenyl)-1H-indazole-7-carboxamido)ethyl)benzoic acid